diethanolamine monoborate B(O)(O)O.N(CCO)CCO